(2-ethylhexyl) isononyl terephthalate C(C1=CC=C(C(=O)OCCCCCCC(C)C)C=C1)(=O)OCC(CCCC)CC